5-(5-((R)-1-(3,5-Dichloropyridin-4-yl)ethoxy)-1-(tetrahydro-2H-pyran-2-yl)-1H-indazol-3-yl)-2-methoxy-N-(pyridin-2-ylmethyl)pyridin-3-amine ClC=1C=NC=C(C1[C@@H](C)OC=1C=C2C(=NN(C2=CC1)C1OCCCC1)C=1C=C(C(=NC1)OC)NCC1=NC=CC=C1)Cl